C(N)(=O)C=1C=C(C=CC1)C[C@@H](C(=O)O)NC (S)-3-(3-carbamoylphenyl)-2-(methylamino)propanoic acid